5-(2-(1-aminoethyl)-6-cyclopropylimidazo[1,2-a]pyridin-8-yl)-7-methyl-2-oxa-5,7-diazaspiro[3.4]octane-6,8-dione NC(C)C=1N=C2N(C=C(C=C2N2C3(COC3)C(N(C2=O)C)=O)C2CC2)C1